C1(CCCC1)OC=1C=C(C=CC1C=1NC(C2=C(N1)NN=N2)=O)C2=CC(=CC=C2)NCC(=O)O (3'-(cyclopentyloxy)-4'-(7-oxo-6,7-dihydro-3H-[1,2,3]triazolo[4,5-d]pyrimidin-5-yl)-[1,1'-biphenyl]-3-yl)glycine